ClCC(=O)[O-].[NH4+] ammonium chloroacetate salt